CS(=O)(=O)C1=CC=C(C=C1)N[C@@H](CO)C(=O)[O-].[Cu+2].CS(=O)(=O)C1=CC=C(C=C1)N[C@@H](CO)C(=O)[O-] copper p-methylsulfonylphenyl-serine salt